Cl.N1CCC2(CC1)[C@@H](C1=CC=CC=C1C2)NS(=O)C(C)(C)C N-((S)-1,3-dihydrospiro[inden-2,4'-piperidin]-1-yl)-2-methylpropane-2-sulfinamide hydrochloride